FC1=C(C=CC=C1C(F)(F)F)NC1=CC=C2C(=N1)NN=C2N N6-[2-fluoro-3-(trifluoromethyl)phenyl]-1H-pyrazolo[3,4-b]pyridine-3,6-diamine